NCCO[C@@H]1O[C@@H]([C@H]([C@@H]([C@H]1O)O)O)CO (2R,3R,4S,5S,6R)-2-(2-aminoethoxy)-6-(hydroxymethyl)tetrahydro-2H-pyran-3,4,5-triol